N-(4-methyl-3-nitrophenyl)-5-(trifluoromethyl)nicotinamide CC1=C(C=C(C=C1)NC(C1=CN=CC(=C1)C(F)(F)F)=O)[N+](=O)[O-]